ClC1=CC(=C(C=C1F)C1(CC1)C(=O)NC1CN(CCC(C1)C)C1=NN=NN1)OC 1-(4-chloro-5-fluoro-2-methoxyphenyl)-N-(5-methyl-1-(1H-tetrazol-5-yl)azepan-3-yl)cyclopropane-1-carboxamide